FC=1C(=CC=C2C(=CN=C(C12)N)I)C1=CN=CN1C 8-Fluoro-4-iodo-7-(1-methyl-1H-imidazol-5-yl)isoquinolin-1-amine